BrC1=CC=C(C=C1)N1C2CN(CC1CC2)C 8-(4-bromophenyl)-3-methyl-3,8-diazabicyclo[3.2.1]octane